3-butyl-8-hydroxy-2-methyl-7-(methylthio)-5-(pyridin-3-yl)-2,3,4,5-tetrahydrobenzo[f][1,2,5]thiadiazepine 1,1-dioxide C(CCC)C1N(S(C2=C(N(C1)C=1C=NC=CC1)C=C(C(=C2)O)SC)(=O)=O)C